C(C)OCCOCC(=O)O[C@@H]1[C@](O[C@H](C1)N1C2=NC(=NC(=C2N=C1)N)F)(CO)C#C (2R,3S,5R)-5-(6-amino-2-fluoro-9H-purin-9-yl)-2-ethynyl-2-(hydroxymethyl)tetrahydrofuran-3-yl 2-(2-ethoxyethoxy)acetate